FC(C=1C=CC(=NC1)OC1CN(CC1)C(=O)OC(C)(C)C)(F)F tert-butyl 3-(5-(trifluoromethyl)pyridin-2-yloxy)pyrrolidine-1-carboxylate